N-(5-((5-((Dimethyl(oxo)-λ6-sulfaneylidene)amino)-4-(1-methyl-1H-indol-3-yl)pyrimidin-2-yl)amino)-2-((2-(dimethylamino)ethyl)(methyl)amino)-4-methoxyphenyl)acrylamide CS(=O)(C)=NC=1C(=NC(=NC1)NC=1C(=CC(=C(C1)NC(C=C)=O)N(C)CCN(C)C)OC)C1=CN(C2=CC=CC=C12)C